C(#N)C=1C=CC(=C(C(=O)NC2=CC(=C(C(=C2)F)C=2C=NC(=CC2)C)F)C1)S(=O)(=O)C 5-cyano-N-(3,5-difluoro-4-(6-methylpyridin-3-yl)phenyl)-2-(methylsulfonyl)benzamide